2-amino-3-(1,1-dideutero-1-(2,3,4,5,6-pentadeuterophenyl)methyl)-5-(4-hydroxyphenyl)-pyrazine NC1=NC=C(N=C1C(C1=C(C(=C(C(=C1[2H])[2H])[2H])[2H])[2H])([2H])[2H])C1=CC=C(C=C1)O